2-(4-Chlorophenyl)-4-phenylimidazole ClC1=CC=C(C=C1)C=1NC=C(N1)C1=CC=CC=C1